C(C)(C)OC([C@@H]1[C@H]([C@@H]([C@H]([C@@](O)(O1)[C@@]1(CO)[C@@H](O)[C@H](O)[C@H](O1)CO)O)O)O)=O β-D-fructofuranosyl-α-D-glucuronic acid iso-propyl ester